COC1=CC=C(OCCOC2=CC=C(C(C)(C)C3=CC=C(C(C(=O)O)=C3)O)C=C2)C=C1 5-[p-(2-p-methoxyphenoxyethoxy)cumyl]salicylic acid